rac-(3aR,5r,6aS)-5-(4-fluorobenzyl)-2-(2-hydroxy-2-(5-hydroxypyridin-2-yl)ethyl)octahydrocyclopenta[c]pyrrol-5-ol FC1=CC=C(CC2(C[C@@H]3[C@@H](CN(C3)CC(C3=NC=C(C=C3)O)O)C2)O)C=C1 |r|